methyl 2-[4-[4,6-bis(4-phenylphenyl)-1,3,5-triazin-2-yl]-3-hydroxy-phenoxy]octanoate C1(=CC=CC=C1)C1=CC=C(C=C1)C1=NC(=NC(=N1)C1=CC=C(C=C1)C1=CC=CC=C1)C1=C(C=C(OC(C(=O)OC)CCCCCC)C=C1)O